C(N)(OC1=C(C=CC(=C1)NC(CCCl)=O)C)=O (4-(3-chloropropionamido)-2-tolyl) carbamate